Cl.Cl.C(C=C)NCCCNCC=C 1,3-Bis(allylamino)propane dihydrochloride